1-(2-morpholinoethyl)-5-nitroindolin-2-one O1CCN(CC1)CCN1C(CC2=CC(=CC=C12)[N+](=O)[O-])=O